(S)-1-(3-bromo-1-methyl-1H-1,2,4-triazol-5-yl)-2-methylpiperidine BrC1=NN(C(=N1)N1[C@H](CCCC1)C)C